CC1CN(CCC1)C(CC1=CC=C(C=C1)NC(OCC1=CC=C(C=C1)Cl)=O)=O 4-chlorobenzyl (4-(2-(3-methylpiperidin-1-yl)-2-oxoethyl)phenyl)carbamate